C(CC)N1C(C2C34C5CC(=CCC5C(C2C1)C4)C3)=O 4-(n-propyl)-4-aza-pentacyclo[9.2.1.11,7.02,6.08,13]-10-pentadecene-3-one